OC1=CC(CC(C1)C=1SC(=CC1)OC1=CC=C(C=C1)OC(F)(F)F)=O 3-hydroxy-5-(5-(4-(trifluoromethoxy)phenoxy)thiophen-2-yl)cyclohex-2-en-1-one